COC(CN1C=C(C=C1)C(=O)O)(C)C 1-(2-methoxy-2-methylpropyl)-1H-pyrrole-3-carboxylic acid